The molecule is the cationic form of a C7 cyanine dye having 3,3-dimethyl-1-octadecylindoleinine units at each end. It has a role as a fluorochrome. It is a cyanine dye and an indolium ion. CCCCCCCCCCCCCCCCCCN\\1C2=CC=CC=C2C(/C1=C\\C=C\\C=C\\C=C\\C3=[N+](C4=CC=CC=C4C3(C)C)CCCCCCCCCCCCCCCCCC)(C)C